3β,6β-dihydroxyolean-12-en-27-oic acid C[C@@]12CC[C@@]3(C(=CC[C@H]4[C@]3(C[C@H](C5[C@@]4(CC[C@@H](C5(C)C)O)C)O)C)[C@@H]1CC(CC2)(C)C)C(=O)O